C1=CC=CC=2OC3=CC=CC=C3N(C12)C1=NC2=C3N=C(C=CC3=CC=C2C=C1)N1C2=CC=CC=C2OC=2C=CC=CC12 2,9-di(10H-phenoxazin-10-yl)-1,10-phenanthroline